2-(2-fluoro-4-(2-oxo-2-(p-tolyl)ethoxy)phenyl)-4,5,6,7-tetrahydro-1H-isoindole-1,3(2H)-dione FC1=C(C=CC(=C1)OCC(C1=CC=C(C=C1)C)=O)N1C(C=2CCCCC2C1=O)=O